C(C)C=1C=C(C=C(C1O)CC)C1=C(C(=C(C(=C1C(C)C)C1=CC(=C(C(=C1)CC)O)CC)C(C)C)C1=CC(=C(C(=C1)CC)O)CC)C(C)C tris(3,5-diethyl-4-hydroxyphenyl)1,3,5-triisopropylbenzene